[Si](C)(C)(C(C)(C)C)OCC1=CC(=NC2=CC=C(C=C12)C(=O)OC)NCC1=CC=C(C=C1)OC methyl 4-(((tert-butyldimethylsilyl)oxy)methyl)-2-((4-methoxybenzyl)amino)quinoline-6-carboxylate